BrC=1C=C2C(=NC=NN2C1)C1=CC(=C(C=C1)CN(C(=O)C1=NOC(=N1)C(C)(C)C)C)F N-[[4-(6-bromopyrrolo[2,1-f][1,2,4]triazin-4-yl)-2-fluoro-phenyl]methyl]-5-tert-butyl-N-methyl-1,2,4-oxadiazole-3-carboxamide